4-amino-1-[3,3-difluoro-4-hydroxy-5-(hydroxymethyl)oxolan-2-yl]-1,2-dihydropyrimidin-2-one NC1=NC(N(C=C1)C1OC(C(C1(F)F)O)CO)=O